ClC1=C(C=C(OCC(=O)NC23CC(C2)(C3)NC3=CC=NC2=CC(=CC=C32)Cl)C=C1)F 2-(4-chloro-3-fluorophenoxy)-N-{3-[(7-chloroquinolin-4-yl)amino]bicyclo[1.1.1]pent-1-yl}acetamide